C12(CC3CC(CC(C1)C3)C2)C(=O)OC(=O)C23CC1CC(CC(C2)C1)C3 1-adamantanoic anhydride